C(#N)CCCC1=CC(=C(C(=O)NC=2OC(=NN2)C=2SC=CC2)C=C1)OC 4-(3-cyanopropyl)-2-methoxy-N-(5-(thiophen-2-yl)-1,3,4-oxadiazol-2-yl)benzamide